(1S,3R)-2-(2-Fluoro-2-methylpropyl)-1-(5-((1-(3-fluoropropyl)azetidin-3-yl)oxy)thiophen-2-yl)-3-methyl-2,3,4,9-tetrahydro-1H-pyrido[3,4-b]indole FC(CN1[C@@H](C=2NC3=CC=CC=C3C2C[C@H]1C)C=1SC(=CC1)OC1CN(C1)CCCF)(C)C